[Na+].SC1(N=NNN1)CC(=O)[O-] 5-mercapto-(1H)-tetrazoleacetic acid sodium salt